piperazine-1,4-bisdithiocarboxylic acid sodium salt [Na+].N1(CCN(CC1)C(=S)[S-])C(=S)[S-].[Na+]